2,4-DICHLOROPHENOL ClC1=C(C=CC(=C1)Cl)O